NC=1C=C(C(=NC1)S(=O)(=O)NC=1SC(=C(N1)C1=CC(=C(C=C1)F)Cl)Br)C 5-amino-N-(5-bromo-4-(3-chloro-4-fluorophenyl)thiazol-2-yl)-3-methylpyridine-2-sulfonamide